methyl 2-(2-(tert-butylamino)-2-oxoethyl)-2-azaspiro[3.3]heptane-6-carboxylate C(C)(C)(C)NC(CN1CC2(C1)CC(C2)C(=O)OC)=O